(1-oxa-2,5-diazolyl)(1-oxa-3,4-diazolyl)(1-thia-2,3-diazolyl)(1-thia-2,4-diazolyl)(1-thia-2,5-diazolyl)1-thia-3,4-diazole O1N=C(C=N1)S1(C(=NN=C1C1=NSC=N1)C1=NSN=C1)(C=1N=NSC1)C=1OC=NN1